3-methyl-2-[4-[5-methyl-3-(4-pyridyl)-1H-pyrazol-4-yl]phenyl]-8-oxa-2-azaspiro[4.5]decane CC1N(CC2(C1)CCOCC2)C2=CC=C(C=C2)C=2C(=NNC2C)C2=CC=NC=C2